NC=1C=C(C=C(C1)C(F)(F)F)[C@@H](C)C=1N(C(C=CC1C(=O)N)=O)C1=CC(=CC=C1)C=1N(N=CN1)C [(1R)-1-[3-amino-5-(trifluoromethyl)phenyl]ethyl]-1-[3-(2-methyl-1,2,4-triazol-3-yl)phenyl]-6-oxo-pyridine-3-carboxamide